3-chloro-5-((1R,2S)-1-hydroxy-2-((3S,4S)-3-methyl-4-((4-(methylsulfonyl)phenoxy)methyl)pyrrolidin-1-yl)propyl)benzonitrile ClC=1C=C(C#N)C=C(C1)[C@H]([C@H](C)N1C[C@H]([C@@H](C1)COC1=CC=C(C=C1)S(=O)(=O)C)C)O